4-(trans-2-((cyclopropylmethyl)amino)-cyclopropyl)-N-(4,4-difluorocyclohexyl)-thiophene-2-carboxamide C1(CC1)CN[C@H]1[C@@H](C1)C=1C=C(SC1)C(=O)NC1CCC(CC1)(F)F